FC1=CC=CC2=C1N(C(=N2)C=2C(=NON2)N)CC=2N=NC(=CC2)C 4-(7-fluoro-1-((6-methylpyridazin-3-yl)methyl)-benzoimidazol-2-yl)-1,2,5-oxadiazol-3-amine